S1C=NC=C1C=1C=C(OC2CC3C(CN(C3)C(=O)N3N=C(C=C3)C(=O)O)C2)C=CC1 1-(trans-5-(3-(thiazol-5-yl)phenoxy)octa-hydrocyclopenta[c]pyrrole-2-carbonyl)-1H-pyrazole-3-carboxylic acid